FC=1C=C(C(=O)OC(C)(C)C)C=CC1N1CCC(CC1)C=O tert-Butyl 3-fluoro-4-(4-formylpiperidin-1-yl)benzoate